1-(3-(5-amino-3-(2-chloro-4-((4-(trifluoromethyl)pyridin-2-yl)oxy)phenyl)imidazo[1,5-c]pyrimidin-1-yl)piperidin-1-yl)prop-2-en-1-one NC1=NC=CC=2N1C(=NC2C2CN(CCC2)C(C=C)=O)C2=C(C=C(C=C2)OC2=NC=CC(=C2)C(F)(F)F)Cl